BrC=1C=CC(=C(CC2=CC=C(O[Si](C)(C)C(C)(C)C)C=C2)C1)Cl (4-(5-bromo-2-chlorobenzyl)phenoxy)(tert-butyl)dimethylsilane